2-amino-3,3-dideuterio-3-(3,4-dihydroxyphenyl)propionic acid NC(C(=O)O)C(C1=CC(=C(C=C1)O)O)([2H])[2H]